5-((2,6-dichloro-N-(furan-2-ylmethyl) benzoylamino) methyl)-2-methoxyphenyl 4-acetamidobenzenesulfonate C(C)(=O)NC1=CC=C(C=C1)S(=O)(=O)OC1=C(C=CC(=C1)CN(CC=1OC=CC1)C(C1=C(C=CC=C1Cl)Cl)=O)OC